C1(CC1)C1=CC=C(C2=CC=CC=C12)NC1=NC(=NC2=CC=CC=C12)SC(C(=O)[O-])(C)C 2-((4-((4-Cyclopropylnaphthalen-1-yl) amino) quinazolin-2-yl) thio)-2-methylpropionate